N-{4-[(3S)-3-Aminopiperidin-1-yl]-2,3-dihydrofuro[2,3-b]pyridin-5-yl}-6-(2,6-difluorophenyl)-5-fluoropyridine-2-carboxamide N[C@@H]1CN(CCC1)C1=C2C(=NC=C1NC(=O)C1=NC(=C(C=C1)F)C1=C(C=CC=C1F)F)OCC2